3-hydroxymethyl-4-phenyl-1,2,5-oxadiazol-2-oxide OCC1=[N+](ON=C1C1=CC=CC=C1)[O-]